tert-butyl (2-(2-(difluoromethyl)cyclopropyl)pyrimidin-4-yl)carbamate FC(C1C(C1)C1=NC=CC(=N1)NC(OC(C)(C)C)=O)F